tripropoxy(4-vinylphenyl)silane C(CC)O[Si](C1=CC=C(C=C1)C=C)(OCCC)OCCC